N-(5-(benzyloxy)-3,4,6-trimethylpyridin-2-yl)-1H-indole-2-carboxamide C(C1=CC=CC=C1)OC=1C(=C(C(=NC1C)NC(=O)C=1NC2=CC=CC=C2C1)C)C